2,2'-dibromo-biphenyl-diamine BrC1(C(=CC=CC1N)C1=C(C=CC=C1)Br)N